CNC(=O)NCCCCCCCCCC N-methyl-N'-decyl-urea